1-octadecylcarbamate C(CCCCCCCCCCCCCCCCC)NC([O-])=O